OC(CN(CCCCC(=O)OCCN1CCN(CC1)CCSC(CCCCN(CC(CCCCCCCCCC)O)CC(CCCCCCCCCC)O)=O)CC(CCCCCCCCCC)O)CCCCCCCCCC 2-(4-(2-((5-(Bis(2-hydroxydodecyl)amino)pentanoyl)thio)ethyl)piperazin-1-yl)ethyl 5-(bis(2-hydroxydodecyl)amino)pentanoate